(E)-8-Heptadecen-1-ol C(CCCCCC\C=C\CCCCCCCC)O